FC1(CC(C1)C=1N=NNC1)F 3,3-difluoro-1-(1H-1,2,3-triazol-4-yl)cyclobutane